2-((S)-4,4-difluoro-3-(6-oxo-1,6-dihydropyridin-3-yl)piperidin-1-yl)-N-(5-(2,4-difluorophenoxy)-3-fluoropyridin-2-yl)propanamide FC1([C@H](CN(CC1)C(C(=O)NC1=NC=C(C=C1F)OC1=C(C=C(C=C1)F)F)C)C1=CNC(C=C1)=O)F